FC=1C(=NC=CC1)SC=1C=2N(C=C(C1)C=1C=NN(C1)C(C)C)N=CC2C#N 4-((3-fluoropyridin-2-yl)thio)-6-(1-isopropyl-1H-pyrazol-4-yl)pyrazolo[1,5-a]pyridine-3-carbonitrile